3-(piperidin-1-yl)-1-(4-(pyridin-4-ylmethyl)-3,4-dihydroquinoxalin-1(2H)-yl)propan-1-one Ammonium bicarbonate C([O-])(O)=O.[NH4+].N1(CCCCC1)CCC(=O)N1CCN(C2=CC=CC=C12)CC1=CC=NC=C1